FC(C=1C=CC=2N(N1)C(=CN2)C2=CC(=NC=N2)N2C1C(OCC2)CNC1)F 4-[6-[6-(Difluoromethyl)imidazo[1,2-b]pyridazin-3-yl]pyrimidin-4-yl]-3,4a,5,6,7,7a-hexahydro-2H-pyrrolo[3,4-b][1,4]oxazine